NC(C(=O)O)CC1=CC=C(C=C1)OCCN 2-amino-3-(4-(2-aminoethoxy)phenyl)propanoic acid